CC1(OC2=C(OC1)C=CC(=C2)C(C)N2C[C@@H](N(C[C@H]2C)C=2C=1N=C(N(C1N(C(N2)=O)CC)C)CC#N)C)C 2-(6-((2S,5R)-4-(1-(3,3-dimethyl-2,3-dihydrobenzo[b][1,4]dioxin-6-yl)ethyl)-2,5-dimethylpiperazin-1-yl)-3-ethyl-9-methyl-2-oxo-3,9-dihydro-2H-purin-8-yl)acetonitrile